methyl 2-bromo-5-fluoronicotinate BrC1=C(C(=O)OC)C=C(C=N1)F